C[N@+]12CCCC[C@@H]1CCC(=C(C3=CC=CS3)C4=CC=CS4)C2 The molecule is a member of the class of quinolizines that is trans-5-methyloctahydro-2H-quinolizinium which is substituted by a di(thiophen-2-yl)methylidene group at position 3. Its bromide salt is used as an antispasmodic drug. It has a role as a muscarinic antagonist, an antispasmodic drug and an anti-ulcer drug. It is a member of thiophenes, a quaternary ammonium ion and a member of quinolizines.